2-(dimethylamino)2-diethylamino-ethanol CN(C(CO)N(CC)CC)C